ethyl-3,4-dihydroxyltetrahydrofuran C(C)C1OCC(C1O)O